3-(4-{2-[2-(2-aminoethoxy)ethoxy]ethyl}-3-methyl-2-oxo-1,3-benzodiazol-1-yl)piperidine-2,6-dione hydrochloride Cl.NCCOCCOCCC1=CC=CC=2N(C(N(C21)C)=O)C2C(NC(CC2)=O)=O